C1(CC1)N1[C@H]2[C@@](CCC1)(CCC2)COC=2N=C(C1=C(N2)C(=C(N=C1)C1=CC(=CC2=CC=C(C(=C12)C#C)F)O)F)N1CCOCCC1 4-(2-(((4aS,7aR)-1-cyclopropyloctahydro-4aH-cyclopenta[b]pyridin-4a-yl)methoxy)-8-fluoro-4-(1,4-oxazepan-4-yl)pyrido[4,3-d]pyrimidin-7-yl)-5-ethynyl-6-fluoronaphthalen-2-ol